BrC1=CSC=2C1=NC(=CC2N(C(OC(C)(C)C)=O)CC=2SC=CC2)Cl tert-butyl N-(3-bromo-5-chloro-thieno[3,2-b]pyridin-7-yl)-N-(2-thienylmethyl)carbamate